N-(CYANOMETHYL)-2-(2-ETHOXY-6-FORMYLPHENOXY)ACETAMIDE C(#N)CNC(COC1=C(C=CC=C1C=O)OCC)=O